amino-phosphoric acid NOP(O)(O)=O